2-{5-[2-(trifluoromethoxy)ethoxy]-1,3,4-oxadiazol-2-yl}piperidine-1-carboxylic acid tert-butyl ester C(C)(C)(C)OC(=O)N1C(CCCC1)C=1OC(=NN1)OCCOC(F)(F)F